di-tert-butyl-4,4'-butylidenedim-cresol C(C)(C)(C)C1=C(C(=C(C(=C1)O)C(C)(C)C)C)C(CCC)C=1C(=CC(=CC1)O)C